n-butyltris(p-methoxyphenyl)boron C(CCC)C1=C(C=CC(=C1)OC)B(C1=CC=C(C=C1)OC)C1=CC=C(C=C1)OC